6-(3-(1,1-difluoropropyl)phenyl)-3-(4-methoxyphenyl)isoindolin-1-one FC(CC)(F)C=1C=C(C=CC1)C1=CC=C2C(NC(C2=C1)=O)C1=CC=C(C=C1)OC